cis-N1-(5-(3-ethyl-2-methyl-3H-imidazo[4,5-b]pyridin-5-yl)pyrrolo[2,1-f][1,2,4]triazin-2-yl)-N3,N3-dimethylcyclobutane-1,3-diamine C(C)N1C(=NC=2C1=NC(=CC2)C=2C=CN1N=C(N=CC12)N[C@@H]1C[C@@H](C1)N(C)C)C